(R)-3-(5-ethoxy-2,3-difluorophenyl)-1-isopropyl-N-(3-methyl-1,1-dioxidothietan-3-yl)-4,5,6,7-tetrahydro-1H-indazole-6-carboxamide C(C)OC=1C=C(C(=C(C1)C1=NN(C=2C[C@@H](CCC12)C(=O)NC1(CS(C1)(=O)=O)C)C(C)C)F)F